FC1=C(C(=O)NCC2CCC(CC2)C(=O)OC2=C(C(=C(C(=C2F)F)F)F)F)C=C(C(=C1F)OCC1=CC=C(C=C1)OC)F pentafluorophenyl (1r,4r)-4-({2,3,5-trifluoro-4-[(4-methoxyphenyl)methoxy]benzamido}methyl)cyclohexane-1-carboxylate